cinnoline-5-carbaldehyde N1=NC=CC=2C(=CC=CC12)C=O